N-(isoquinolin-6-yl)propanamide dimesylate salt S(C)(=O)(=O)O.S(C)(=O)(=O)O.C1=NC=CC2=CC(=CC=C12)NC(CC)=O